methyl 3-[N-(cyanomethyl) benzoylamino]-2-fluorobenzoate C(#N)CN(C=1C(=C(C(=O)OC)C=CC1)F)C(C1=CC=CC=C1)=O